FC1(C(C1)C1=C(C=CC(=C1)F)C=1C=CC(=NC1)[C@H](CO)NC(=O)NC=1SC(=NN1)C#C)F 1-((1R)-1-(5-(2-(2,2-Difluorocyclopropyl)-4-fluorophenyl)pyridin-2-yl)-2-hydroxyethyl)-3-(5-ethynyl-1,3,4-thiadiazol-2-yl)urea